8,9-bis(hydroxymethyl)tricyclo[5.2.1.02,6]decane OCC1C2C3CCCC3C(C1CO)C2